3-thiophen-2-yl-1,2,4-oxadiazol S1C(=CC=C1)C1=NOC=N1